ClC1=C(OCC2C(C2)C(=O)O)C(=CC(=C1)C1=NC(=CC=C1)OC1CCC1)F 2-[2-chloro-4-(6-cyclobutoxy-pyridin-2-yl)-6-fluoro-phenoxymethyl]-cyclopropanecarboxylic acid